(S)-N-((S)-1-cyclohexyl-2-(4-(2-methyl-imidazo[1,2-a]pyridine-7-carbonyl)piperazin-1-yl)-2-oxoethyl)-2-(meth-ylamino)propanamide C1(CCCCC1)[C@@H](C(=O)N1CCN(CC1)C(=O)C1=CC=2N(C=C1)C=C(N2)C)NC([C@H](C)NC)=O